Tert-butyl (R)-4-(6-chloro-8-fluoro-7-(2-fluoro-6-hydroxyphenyl)-2-((3-methoxy-3-oxopropyl)amino)quinazolin-4-yl)piperazine-1-carboxylate ClC=1C=C2C(=NC(=NC2=C(C1C1=C(C=CC=C1O)F)F)NCCC(=O)OC)N1CCN(CC1)C(=O)OC(C)(C)C